O=C1CC(O1)C(=O)O 4-oxo-2-oxetanecarboxylic acid